CN1CCN(CC1)CCOC1=CC=2N(C=C1)C=CN2 7-[2-(4-methyl-piperazin-1-yl)-ethoxy]-imidazo[1,2-a]pyridin